C(N)(=O)C=1C=C(CN2C3=C(C4=CC=CC(=C24)C(=O)O)CCCCC3)C=CC1 5-(3-carbamoylbenzyl)-5,6,7,8,9,10-hexahydrocyclohepta[b]indole-4-carboxylic acid